ClC1=C2C(=NC(=N1)Cl)NN=C2 4,6-dichloro-1H-pyrazolo[3,4-D]pyrimidine